N-(2-Fluoro-2-methylpropyl)-5-(imidazo[1,2-b]pyridazin-6-yl)pyrrolo[2,1-f]triazin-2-amine FC(CNN1NN2C(C=C1)=C(C=C2)C=2C=CC=1N(N2)C=CN1)(C)C